NCC(C)(O)C1=CC=CC=C1 1-amino-2-phenyl-propan-2-ol